C(C)(C)OCCN(CCC(C(=O)O)NC(CC(C(F)(F)F)(C)C)=O)CCCCC1=NC=2NCCCC2C=C1 4-[2-isopropoxyethyl-[4-(5,6,7,8-tetrahydro-1,8-naphthyridin-2-yl)butyl]amino]-2-[(4,4,4-trifluoro-3,3-dimethyl-butanoyl)amino]butanoic acid